(S)-Methyl 2-(1-(2,4-dichlorobenzyl)-1H-indazol-3-carboxamido)-4-methylpentanoat ClC1=C(CN2N=C(C3=CC=CC=C23)C(=O)N[C@H](C(=O)OC)CC(C)C)C=CC(=C1)Cl